ClC1=C2C(NC=C1CC(F)F)=NC=C2C=2C=C(C=CC2)N2C(N(CCC2)CC2CCN(CC2)C2=CC=C1CN(C(C1=C2)=O)C2C(NC(CC2)=O)=O)=O 3-(6-{4-[(3-{3-[4-chloro-5-(2,2-difluoroethyl)-7H-pyrrolo[2,3-b]pyridin-3-yl]phenyl}-2-oxo-1,3-diazinan-1-yl)methyl]piperidin-1-yl}-1-oxo-3H-isoindol-2-yl)piperidine-2,6-dione